(S)-N-(4-chlorophenyl)-2-hydroxypropionamide ClC1=CC=C(C=C1)NC([C@H](C)O)=O